N-{[(3S)-morpholin-3-yl]methyl}benzamide N1[C@H](COCC1)CNC(C1=CC=CC=C1)=O